CC1=C(OCC(=O)N2C[C@@H]3N(C(C4=C(NC3=O)C=CC(=C4)C4=CC(=CC=C4)C(F)(F)F)=O)CC2)C=CC(=C1)OC(F)(F)F (S)-2-(2-(2-methyl-4-(trifluoromethoxy)phenoxy)acetyl)-8-(3-(trifluoromethyl)phenyl)-1,3,4,12a-tetrahydrobenzo[e]pyrazino[1,2-a][1,4]diazepine-6,12(2H,11H)-dione